4-bromo-2-cyclopropylbenzoic acid tert-butyl ester C(C)(C)(C)OC(C1=C(C=C(C=C1)Br)C1CC1)=O